Pentamethylcyclopentadienyl-(1-(2-phenylpropyl)-6,6-dimethyl-1,5,6,7-tetrahydro-s-indacenyl)hafnium CC1=C(C(=C(C1([Hf]C1(C=CC2=CC=3CC(CC3C=C12)(C)C)CC(C)C1=CC=CC=C1)C)C)C)C